2-(4-(6-(4-cyano-2-fluorobenzyloxy)pyridin-2-yl)benzyl)-1-(2-methoxyethyl)-1H-benzo[d]imidazole-6-carboxylic acid C(#N)C1=CC(=C(COC2=CC=CC(=N2)C2=CC=C(CC3=NC4=C(N3CCOC)C=C(C=C4)C(=O)O)C=C2)C=C1)F